FC1=C(C(=CC=C1)F)C#CC1=NNC2=C1C=1N(C(=N2)N2CCC3([C@@H]([C@@H](OC3)C)N)CC2)C=CN1 (3S,4S)-8-(9-((2,6-difluorophenyl)ethynyl)-7H-imidazo[1,2-c]pyrazolo[4,3-e]pyrimidin-5-yl)-3-methyl-2-oxa-8-azaspiro[4.5]decan-4-amine